(S)-S-(2,2,3,3,11,11-hexamethyl-9-oxo-4,10-dioxa-8-aza-3-siladodecan-6-yl) ethanethioate C(C)(S[C@H](CO[Si](C(C)(C)C)(C)C)CNC(OC(C)(C)C)=O)=O